FCC(CN(CCC(C(=O)O)NC(=O)C1(CC1)C1=NC=NC2=CC=CC=C12)CCCCC1=NC=2NCCCC2C=C1)OC 4-[[3-fluoro-2-methoxy-propyl]-[4-(5,6,7,8-tetrahydro-1,8-naphthyridin-2-yl)butyl]amino]-2-[(1-quinazolin-4-ylcyclopropanecarbonyl)amino]butanoic acid